5-norbornene-2-yl-(ethyl)chlorodimethylsilane C12C(CC(C=C1)C2)C[Si](C)(Cl)CC